BrC1=CC(=NC=N1)NCC=1N=C2N(C(=NC=C2)OC(C)C)C1 6-bromo-N-((5-isopropoxyimidazo[1,2-c]pyrimidin-2-yl)methyl)pyrimidin-4-amine